C1(CC1)NC(=O)N1CCC1 N-cyclopropylazetidine-1-carboxamide